1,3-dipropyl-8-cyclopentylxanthine C(CC)N1C(=O)N(C=2N=C(NC2C1=O)C1CCCC1)CCC